C(C1=CC=CC=C1)OC(=O)N1CCC(CC1)OC1=C(C(=CC=C1)[N+](=O)[O-])N[C@H]1CN(CCCC1)C(=O)OC(C)(C)C tert-butyl (R)-3-((2-((1-((benzyloxy)carbonyl)piperidin-4-yl)oxy)-6-nitrophenyl)amino)azepane-1-carboxylate